(S)-tert-butyl 4-(2-((tert-butoxycarbonyl)amino)-3-(4-(morpholine-4-amido)phenyl)propionamido)benzoate C(C)(C)(C)OC(=O)N[C@H](C(=O)NC1=CC=C(C(=O)OC(C)(C)C)C=C1)CC1=CC=C(C=C1)NC(=O)N1CCOCC1